C1(CCC1)CC=1C(=C2CCCC2=CC1)NC(=O)C1=C(OC=C1C1(CC1)O)S(=O)(=O)N ((5-(cyclobutylmethyl)-2,3-dihydro-1H-inden-4-yl)carbamoyl)-4-(1-hydroxycyclopropyl)furan-2-sulfonamide